ClC1=CC=C(C=C1)S(=O)(=O)N1C=C(C=C1C1=CC(=CC=C1)F)CNC([2H])([2H])[2H] N-((1-((4-chlorophenyl)sulfonyl)-5-(3-fluorophenyl)-1H-pyrrol-3-yl)methyl)methan-d3-amine